CN1C=NC2=C1C=NC=C2B2OCCNCCO2 2-(3-methyl-3H-imidazo[4,5-c]pyridin-7-yl)-1,3,6,2-dioxazaborocane